(S)-6-methylmorpholin-3-one C[C@@H]1OCC(NC1)=O